ClC1=C(OC=2C=CC(N(C2)CC2=CC=C(C=C2)OC(F)(F)F)=O)C(=CC(=C1)N1C(=CC=C1C)C)Cl 5-(2,6-dichloro-4-(2,5-dimethyl-1H-pyrrol-1-yl)phenoxy)-1-(4-(trifluoromethoxy)benzyl)pyridin-2(1H)-one